4-((3-(1-((1-(cyanomethyl)-1H-pyrazol-3-yl)methyl)-3-(trifluoromethyl)-1H-pyrazol-4-yl)imidazo[1,2-a]pyrazin-8-yl)amino)-2-ethyl-N-methylbenzamide C(#N)CN1N=C(C=C1)CN1N=C(C(=C1)C1=CN=C2N1C=CN=C2NC2=CC(=C(C(=O)NC)C=C2)CC)C(F)(F)F